BrC=1C=NN(C1)CCCCC=1NC2=CC=CC=C2C1 (4-(4-bromo-1H-pyrazol-1-yl)butyl)-indole